4-((3-((8-(4-cyanophenyl)-2,3-dihydro-4H-pyrido[4,3-b][1,4]oxazin-4-yl)sulfonyl)azetidin-1-yl)-sulfonyl)benzonitrile C(#N)C1=CC=C(C=C1)C1=CN=CC2=C1OCCN2S(=O)(=O)C2CN(C2)S(=O)(=O)C2=CC=C(C#N)C=C2